CN1CCN(CC1)C1=CC=C(C=C1)C1=CC=C2C=NN(C(C2=C1)=O)C(C(=O)NC=1SC=CN1)C1=CC=CC=C1 2-(7-(4-(4-Methylpiperazin-1-yl)-phenyl)-1-oxophthalazin-2(1H)-yl)-2-phenyl-N-(thiazol-2-yl)acetamide